P(SCCCCCCCCCCCC)(SCCCCCCCCCCCC)SCCCCCCCCCCCC tri-lauryl tristhiophosphite